5-((benzylcarbamoyl)(trans-4-((4-((oxetan-3-yl)oxy)-5-(trifluoromethyl)pyrimidin-2-yl)amino)cyclohexyl)-amino)-N-(2-methoxyethyl)-pyrazine-2-carboxamide C(C1=CC=CC=C1)NC(=O)N(C=1N=CC(=NC1)C(=O)NCCOC)[C@@H]1CC[C@H](CC1)NC1=NC=C(C(=N1)OC1COC1)C(F)(F)F